CC(CC(=O)O)CCC(C=C)C 3,6-dimethyl-7-octenoic acid